dihydro-3'H-spiro[cyclobutane-1,2'-quinoxalin]-3'-one N1C2(C(NC3=CC=CC=C13)=O)CCC2